BrC1=C(C(=O)NC2=CC=C(C=C2)N)C=CC(=C1)N 2-bromo-4,4'-diaminobenzanilide